BrC1=C(C=C(O[C@H](CCC2CCN(CC2)CC(=O)O)C)C=C1)C (S)-2-(4-(3-(4-bromo-3-methylphenoxy)butyl)piperidin-1-yl)acetic acid